tert-butyl 5-((6-(2-cyanoethyl)-8-fluoro-7-(3-(methoxymethoxy)-naphthalen-1-yl)-2-(((S)-1-methylpyrrolidin-2-yl)methoxy)quinolin-4-yl)amino)-2-azabicyclo[2.1.1]hexane-2-carboxylate C(#N)CCC=1C=C2C(=CC(=NC2=C(C1C1=CC(=CC2=CC=CC=C12)OCOC)F)OC[C@H]1N(CCC1)C)NC1C2CN(C1C2)C(=O)OC(C)(C)C